(2S,4R)-1-[(2S)-2-(4-cyclopropyltriazol-1-yl)-3,3-dimethyl-butanoyl]-4-hydroxy-N-(oxazol-4-ylmethyl)pyrrolidine-2-carboxamide C1(CC1)C=1N=NN(C1)[C@H](C(=O)N1[C@@H](C[C@H](C1)O)C(=O)NCC=1N=COC1)C(C)(C)C